(8-azabicyclo[3.2.1]Oct-3-yloxy)ethyl acetate C(C)(=O)OCCOC1CC2CCC(C1)N2